1,2-di(trans-9-octadecenoyl)-sn-glycerol C(CCCCCCC\C=C\CCCCCCCC)(=O)OC[C@@H](OC(CCCCCCC\C=C\CCCCCCCC)=O)CO